ClC=1C=C(C=CC1F)OB(O)O (3-Chloro-4-fluorophenyl)boric acid